methyl 5-(4-((2-(3-ethylureido)pyridin-4-yl)methyl)-3-oxopiperazin-1-yl)-6-methylpicolinate C(C)NC(NC1=NC=CC(=C1)CN1C(CN(CC1)C=1C=CC(=NC1C)C(=O)OC)=O)=O